7-Ethyl-4-(4-fluoro-3-(6-methoxy-2-(tetrahydrofuran-3-yl)-2H-indazol-5-yl)phenyl)-7H-imidazo[4,5-c]pyridazine C(C)N1C=NC2=C1N=NC=C2C2=CC(=C(C=C2)F)C2=CC1=CN(N=C1C=C2OC)C2COCC2